titanium triacrylate methoxyethoxyethoxide COCCOC([O-])C.C(C=C)(=O)[O-].C(C=C)(=O)[O-].C(C=C)(=O)[O-].[Ti+4]